Ethyl 2-(2-fluorophenyl)-6-(pyrrolidin-1-ylmethyl)-6,7-dihydro-5H-pyrazolo[5,1-b][1,3]oxazine-3-carboxylate FC1=C(C=CC=C1)C1=NN2C(OCC(C2)CN2CCCC2)=C1C(=O)OCC